ClC1=C(C=CC(=C1F)OC(F)F)B1OC(C(O1)(C)C)(C)C 2-[2-chloro-4-(difluoromethoxy)-3-fluoro-phenyl]-4,4,5,5-tetramethyl-1,3,2-dioxaborolane